NC1=C(C=CC=C1NCC1=CC(=CC(=C1)Cl)Cl)OC(=O)N1CCNCC1 2-Amino-3-((3,5-Dichlorobenzyl)Amino)Phenylpiperazine-1-Carboxylate